2,4,6-tris(3-carboxyphenoxy)-1,3,5-triazine C(=O)(O)C=1C=C(OC2=NC(=NC(=N2)OC2=CC(=CC=C2)C(=O)O)OC2=CC(=CC=C2)C(=O)O)C=CC1